CC=C(C(=O)O)CCCCCl methyl-(Chloropropylmethyl)acrylic acid